samarium diphenyl-phosphonic acid C1(=CC=CC=C1)OP(OC1=CC=CC=C1)=O.[Sm]